3-(4-fluorophenoxy)-2-hydroxycyclohepta-2,4,6-trien-1-one FC1=CC=C(OC2=C(C(C=CC=C2)=O)O)C=C1